FC1=C(C=CC(=C1)C(C)(C)O)[S@](=O)(N)=NC(NC1=C2CCCC2=C(C=2CCCC12)F)=O (S)-2-fluoro-N'-(8-fluoro-1,2,3,5,6,7-hexahydro-s-indacen-4-ylcarbamoyl)-4-(2-hydroxypropan-2-yl)benzenesulfonimidamide